C(C)N(S(=O)(=O)NC=1C(=C(C(=O)C2=CNC3=NC=C(C=C32)C3=CC(=C(C=C3)N3CCNCC3)C)C(=CC1)F)F)C 3-[3-[[ethyl(methyl)sulfamoyl]amino]-2,6-difluoro-benzoyl]-5-(3-methyl-4-piperazin-1-yl-phenyl)-1H-pyrrolo[2,3-b]pyridine